2-fluoro-5-[(6-fluoro-2,3-dihydro-1,4-benzoxazin-4-yl)methyl]-4-methoxyaniline FC1=C(N)C=C(C(=C1)OC)CN1CCOC2=C1C=C(C=C2)F